ClC=1C=C(C(=NC1)NC(=O)C1(CCC(CC1)(C(=O)O)C([2H])([2H])[2H])C1=C(C=CC=C1)C(C)C)OC(F)F (1s,4s)-4-((5-chloro-3-(difluoromethoxy)pyridin-2-yl)carbamoyl)-4-(2-isopropylphenyl)-1-(methyl-d3)cyclohexane-1-carboxylic acid